[(2-hydroxyethyl)amino]methane OCCNC